N-(1-(tert-butyl)-6-cyano-4-fluoro-1H-benzo[d]imidazol-2-yl)-3-(3-fluorophenyl)-3-hydroxybutanamide C(C)(C)(C)N1C(=NC2=C1C=C(C=C2F)C#N)NC(CC(C)(O)C2=CC(=CC=C2)F)=O